(R)-1-(5-(3-cyano-6-(1-methyl-1H-pyrazol-4-yl)pyrazolo[1,5-a]pyridin-4-yl)pyridin-2-yl)-N-(3,3,3-trifluoropropyl)pyrrolidine-3-carboxamide zinc-rhodium [Rh].[Zn].C(#N)C=1C=NN2C1C(=CC(=C2)C=2C=NN(C2)C)C=2C=CC(=NC2)N2C[C@@H](CC2)C(=O)NCCC(F)(F)F